NC1=CC=CC(=N1)S(=O)(=O)NC(=O)C=1C(=NC=C(C1)C1=CC(=CC(=C1)C)Cl)N1C(CC(C1)C)(C)C N-[(6-Amino-2-pyridyl)sulfonyl]-5-(3-chloro-5-methylphenyl)-2-(2,2,4-trimethylpyrrolidin-1-yl)pyridin-3-carboxamid